N-(3-Chloro-4-fluorophenyl)-4-(5-(4-fluoro-1-(2-hydroxyethyl)-3-(1,2,5,6-tetrahydropyridin-3-yl)-1H-pyrazol-5-yl)-5-hydroxyoctahydropentalen-2-yl)-1-methyl-1H-imidazole-5-carboxamide ClC=1C=C(C=CC1F)NC(=O)C1=C(N=CN1C)C1CC2CC(CC2C1)(O)C1=C(C(=NN1CCO)C=1CNCCC1)F